((5-((4-amino-3-iodo-1H-pyrazolo[3,4-d]pyrimidin-1-yl)methyl)pyrimidin-2-yl)methyl)carbamate NC1=C2C(=NC=N1)N(N=C2I)CC=2C=NC(=NC2)CNC([O-])=O